OC1=CC(=NN1C1=CC=C(C(=O)OC)C=C1)C(F)(F)F methyl 4-(5-hydroxy-3-(trifluoromethyl)-1H-pyrazol-1-yl)benzoate